(piperazin-1-yl)pyrido[3,2-d]pyrimidin-4-amine hydrochloride Cl.N1(CCNCC1)C=1N=C(C2=C(N1)C=CC=N2)N